2-(HYDROXYMETHYL)-5-PYRIMIDINECARBOXALDEHYDE OCC1=NC=C(C=N1)C=O